COC=1C=C2NC=3CC(CC(C3C(C2=CC1)=O)=O)C1=CN=C(S1)C1=CC=C(C=C1)OC(F)(F)F 6-methoxy-3-(2-(4-(trifluoromethoxy)phenyl)thiazol-5-yl)-3,4-dihydroacridine-1,9(2H,10H)-dione